5-CHLORO-1-METHYL-3-([(4-METHYLPHENYL)SULFANYL]METHYL)-1H-PYRAZOLE-4-CARBALDEHYDE ClC1=C(C(=NN1C)CSC1=CC=C(C=C1)C)C=O